N-(5-(7-ethoxy-6-fluoro-5-methyl-1H-indazol-4-yl)pyrazolo[1,5-a]pyridin-2-yl)-2-fluorocyclopropane-1-carboxamide C(C)OC=1C(=C(C(=C2C=NNC12)C1=CC=2N(C=C1)N=C(C2)NC(=O)C2C(C2)F)C)F